perylene, disodium salt [Na].[Na].C1=CC=C2C=CC=C3C4=CC=CC5=CC=CC(C1=C23)=C45